1,2,3,4,5-pentaphenyl-silole 2,2,2-trichloroethyl-N-(5-{2-[4-(trifluoromethyl)phenyl]ethoxy}-1H-indol-3-yl)carbamate ClC(COC(NC1=CNC2=CC=C(C=C12)OCCC1=CC=C(C=C1)C(F)(F)F)=O)(Cl)Cl.C1(=CC=CC=C1)[SiH]1C(=C(C(=C1C1=CC=CC=C1)C1=CC=CC=C1)C1=CC=CC=C1)C1=CC=CC=C1